(E)-3-(2-((4-((S)-2-(4-chloro-2-fluorophenyl)-2-methylbenzo[d][1,3]dioxol-4-yl)piperidin-1-yl)methyl)-1-(((S)-5,5-dimethyltetrahydrofuran-3-yl)methyl)-1H-imidazol-5-yl)acrylic acid ClC1=CC(=C(C=C1)[C@@]1(OC2=C(O1)C=CC=C2C2CCN(CC2)CC=2N(C(=CN2)/C=C/C(=O)O)C[C@H]2COC(C2)(C)C)C)F